CN1CC(C1)N1CCN(CC1)C1=NC2=C(N1C(=O)NCC#CC(C)C)C=CC=C2 (4-(1-Methylazetidin-3-yl)piperazin-1-yl)-N-(4-methylpent-2-yn-1-yl)-1H-benzo[d]imidazole-1-carboxamide